1H-tetrazolium diisopropylammonium salt C(C)(C)[NH2+]C(C)C.[NH2+]1N=NN=C1